4-((2s,5r)-4-propenoyl-2,5-dimethylpiperazin-1-yl)-6,7-dichloro-1-(4,6-diisopropylpyrimidin-5-yl)pyrido[2,3-d]Pyrimidin-2(1H)-one C(C=C)(=O)N1C[C@@H](N(C[C@H]1C)C=1C2=C(N(C(N1)=O)C=1C(=NC=NC1C(C)C)C(C)C)N=C(C(=C2)Cl)Cl)C